N-(7-chloro-6-(1-(4-methoxy-3-methyltetrahydrofuran-3-yl)piperidin-4-yl)isoquinolin-3-yl)-6-oxaspiro[2.5]octane-1-carboxamide ClC1=C(C=C2C=C(N=CC2=C1)NC(=O)C1CC12CCOCC2)C2CCN(CC2)C2(COCC2OC)C